bicyclo(2.2.1)heptanedicarboxylic acid disodium salt [Na+].[Na+].C12(C(CC(CC1)C2)C(=O)[O-])C(=O)[O-]